(S)-(2-(6,6-dimethyl-4,5,6,7-tetrahydro-1H-indazol-3-yl)-1H-indol-6-yl)(2-methylpiperazin-1-yl)methanone CC1(CCC=2C(=NNC2C1)C=1NC2=CC(=CC=C2C1)C(=O)N1[C@H](CNCC1)C)C